C(C)(C)(C)OCCO 2-tertiary butoxyethanol